C1(CC1)C1=C(C(=NO1)C1=C(C=CC=C1Cl)Cl)CCN1CC(N(CC1)C1=CC=C(C=C1)CC(=O)O)C 2-(4-(4-(2-(5-cyclopropyl-3-(2,6-dichlorophenyl)isoxazol-4-yl)ethyl)-2-methylpiperazin-1-yl)phenyl)acetic acid